N-[[(2S,5S)-2-[3-(4-chlorophenyl)phenyl]-3-oxo-1,4-oxazepan-5-yl]methyl]pyrazine-2-carboxamide ClC1=CC=C(C=C1)C=1C=C(C=CC1)[C@@H]1OCC[C@H](NC1=O)CNC(=O)C1=NC=CN=C1